BrC=1C(=NN(C1C=1C=NC(=CC1)F)C1=NC=CC=C1F)O[C@@H](C(=O)OC)C methyl (2R)-2-{[4-bromo-1-(3-fluoropyridin-2-yl)-5-(6-fluoropyridin-3-yl)-1H-pyrazol-3-yl]oxy}propanoate